NC1=C2C(N(C(C2=CC=C1)=O)CC(C)C)=O 4-amino-2-isobutylisoindoline-1,3-dione